COC=1C=C(C=C(C1OC)OC)N1C=NC(=C1)NC=1C2=C(N=C(N1)N1[C@H](CCC1)C(=O)N)SC=N2 (R)-1-(7-((1-(3,4,5-trimethoxyphenyl)-1H-imidazol-4-yl)amino)thiazolo[5,4-d]pyrimidin-5-yl)pyrrolidine-2-carboxamide